DIMETHYLTEREPHTHALIC ACID CC1=C(C=CC(=C1C)C(=O)O)C(=O)O